C(C)N1C(OC2=C1C=C(C=C2)NC2=CC=C(C=C2)N2CCC(CC2)C(F)(F)F)=O 3-ethyl-5-((4-(4-(trifluoromethyl)piperidin-1-yl)phenyl)amino)benzo[d]oxazol-2(3H)-one